(9S)-9-Ethyl-5-fluoro-9-hydroxy-1-(hydroxymethyl)-1,4-dimethyl-2,3,12,15-tetra-hydrobenzo[de]pyrano[3',4':6,7]indolizino[1,2-b]quinoline-10,13(1H,9H)-dione C(C)[C@]1(C(OCC=2C(N3CC=4C(=NC=5C=C(C(=C6C5C4C(CC6)(C)CO)C)F)C3=CC21)=O)=O)O